5-chloro-2-[2-(2-ethoxyphenyl)-7-[[(2R)-pyrrolidin-2-yl]methyl]spiro[6,8-dihydro-1,7-naphthyridine-5,4'-piperidine]-1'-yl]pyridine-3-carbonitrile ClC=1C=C(C(=NC1)N1CCC2(CC1)C=1C=CC(=NC1CN(C2)C[C@@H]2NCCC2)C2=C(C=CC=C2)OCC)C#N